allyl-glycidylGlycerol C(C=C)C(O)(C(O)CO)CC1CO1